N-(β-Aminoethyl)-γ-aminopropyltriethoxysilan NCCNCCC[Si](OCC)(OCC)OCC